ethyl 6-tert-butyl-10-methoxy-9-(2-morpholinothiazol-5-yl)-2-oxo-6,7-dihydro-2H-pyrido[2,1-a]isoquinoline-3-carboxylate C(C)(C)(C)C1N2C(C3=CC(=C(C=C3C1)C1=CN=C(S1)N1CCOCC1)OC)=CC(C(=C2)C(=O)OCC)=O